FC=1C=2N(C=C(C1)C1=CC3=C(C=N1)N=C(S3)N(C3CC1CCC(C3)N1C)C)C=C(N2)C 6-(8-Fluoro-2-methylimidazo[1,2-a]pyridin-6-yl)-N-methyl-N-[(3-exo)-8-methyl-8-azabicyclo[3.2.1]oct-3-yl][1,3]thiazolo[4,5-c]pyridin-2-amin